OCCCC=1C=C(C=CC1)O 3-(3-hydroxypropyl)phenol